2-bromo-5-((tert-butyl-(dimethyl)silyl)oxymethyl)phenol BrC1=C(C=C(C=C1)CO[Si](C)(C)C(C)(C)C)O